ClC1=C2C(NC(=NC2=C(C=C1)Cl)NC1=CC(=CC(=C1)Cl)Cl)=O 5,8-dichloro-2-((3,5-dichlorophenyl)amino)quinazolin-4(3H)-one